C1(CC=CCC1)C1(CC1)NC(C(C)(C)C)=O N-(1-(3-cyclohexenyl)cyclopropyl)pivalamide